FC=1C=C2C=CC(NC2=CC1F)=O 6,7-difluoro-1H-quinolin-2-one